C(C)(=O)N1CCN(CC1)C1=CC(=C(C=C1)NC(=O)C=1C=CC=2C=C3N([C@@H](CNC3=O)C)C2N1)OC(F)F (R)-N-(4-(4-acetylpiperazin-1-yl)-2-(difluoromethoxy)phenyl)-9-methyl-6-oxo-6,7,8,9-tetrahydropyrido[3',2':4,5]pyrrolo[1,2-a]pyrazine-2-carboxamide